(3-fluoro-5-(4-methylpiperazin-1-yl)phenyl)-4-hydroxy-1-isobutyl-2-oxo-1,2-dihydroquinoline-3-carboxamide FC=1C=C(C=C(C1)N1CCN(CC1)C)C1=C2C(=C(C(N(C2=CC=C1)CC(C)C)=O)C(=O)N)O